The molecule is an L-amino acid anion, being the conjugate base of L-3-oxoalanine. It has a role as a Saccharomyces cerevisiae metabolite. It is a 3-oxo monocarboxylic acid anion and a L-alpha-amino acid anion. It is a conjugate base of a L-3-oxoalanine. C(=O)[C@@H](C(=O)[O-])N